C1(=CC=CC=C1)C=1NC2=C(C=C(C=C2C1)C(=O)N1[C@H](CCC1)C(=O)O)NC1CCOCC1 (2-phenyl-7-((tetrahydro-2H-pyran-4-yl)amino)-1H-indol-5-carbonyl)-D-proline